4-oxopyrrolidine-1,2-dicarboxylate O=C1CC(N(C1)C(=O)[O-])C(=O)[O-]